FCCCN1CC(C1)CC1=CC=C(C=C1)C1=C(CCCC2=C1C=CC=C2)[C@@H]2C[C@H](CCC2)C 9-(4-((1-(3-Fluoropropyl)azetidin-3-yl)methyl)phenyl)-8-(trans-3-methylcyclohexyl)-6,7-dihydro-5H-benzo[7]annulen